1,8-Dimethylpyrido[2,3-d]pyridazine-2,5(1H,6H)-dione CN1C(C=CC2=C1C(=NNC2=O)C)=O